COP(=S)(OC)SCN1C(=O)C2=CC=CC=C2N=N1 The molecule is a member of the class of benzotriazines that is 1,2,3-benzotriazine substituted by an oxo group at position 4 and a [(dimethoxyphosphorothioyl)sulfanyl]methyl group at position 3. It has a role as an EC 3.1.1.7 (acetylcholinesterase) inhibitor, an EC 3.1.1.8 (cholinesterase) inhibitor and an agrochemical. It is an organic thiophosphate, an organothiophosphate insecticide and a member of benzotriazines. It derives from a hydride of a 1,2,3-benzotriazine.